C[C@H]1OCCN(C1)C1=CC2=C(C=N1)N=C(N2)C2=CC(=CN2)C(=O)C2=C(C=CC=C2)C(F)(F)F (R)-(5-(6-(2-methylmorpholino)-1H-imidazo[4,5-c]pyridin-2-yl)-1H-pyrrol-3-yl)(2-(trifluoromethyl)phenyl)methanone